2-[4-[4-[3-(Trifluoromethyl)pyrazol-1-yl]benzoyl]piperazin-1-yl]-3H-quinazolin-4-one FC(C1=NN(C=C1)C1=CC=C(C(=O)N2CCN(CC2)C2=NC3=CC=CC=C3C(N2)=O)C=C1)(F)F